Tert-butyl (4-bromobutyl)carbamate BrCCCCNC(OC(C)(C)C)=O